O1[C@H](CC1)CC1=NC2=C(C=NC(=C2)C2=NOC(=N2)C(F)(F)F)N1 3-(((S)-oxetan-2-yl)methyl-3H-imidazo[4,5-c]pyridin-6-yl)-5-(trifluoromethyl)-1,2,4-oxadiazole